2-benzoyl-3-methyl-5-phenylpentan-2,4-dienenitrile C(C1=CC=CC=C1)(=O)C(C#N)=C(C=CC1=CC=CC=C1)C